CO[Ti](OC)OC tris(methoxy)titanium